1-ethylcyclopentyl-hydroxy-3,5-diiodobenzoate C(C)C1(CCCC1)OC(C1=C(C(=CC(=C1)I)I)O)=O